N-(1,1-dimethylpropyl)pyridine-2-carboxamide CC(CC)(C)NC(=O)C1=NC=CC=C1